3-(cyclohex-1-en-1-yl)-2-phenyl-1H-indole C1(=CCCCC1)C1=C(NC2=CC=CC=C12)C1=CC=CC=C1